CN1C2CC(CC1CC2)C(=O)NC=2SC1=NC(=CC=C1N2)C2=CC=NC=C2 8-methyl-N-(5-(pyridin-4-yl)thiazolo[5,4-b]pyridin-2-yl)-8-azabicyclo[3.2.1]octane-3-carboxamide